CN1[C@@H]([C@H](CC1=O)C(=O)NCCOCCOCCC(=O)O)C=1C=NC=CC1 3-(2-(2-((2S,3S)-1-methyl-5-oxo-2-(pyridin-3-yl)pyrrolidine-3-carboxamido)ethoxy)ethoxy)propanoic acid